1,3-Difluoro-5-methoxy-benzene FC1=CC(=CC(=C1)OC)F